(6R,8aS)-6-[8-Amino-1-(4-{(1R)-1-[3-(difluoromethyl)phenyl]-1-hydroxyethyl}phenyl)-5-fluoroimidazo[1,5-a]pyrazin-3-yl]-2,2-dimethylhexahydroindolizin-3(2H)-on NC=1C=2N(C(=CN1)F)C(=NC2C2=CC=C(C=C2)[C@@](C)(O)C2=CC(=CC=C2)C(F)F)[C@H]2CN1C(C(C[C@@H]1CC2)(C)C)=O